7-ethyl-4-(3-(6-(ethylsulfonyl)-2-methoxypyridin-3-yl)-4-fluorophenyl)-7H-imidazo[4,5-c]Pyridazine C(C)N1C=NC2=C1N=NC=C2C2=CC(=C(C=C2)F)C=2C(=NC(=CC2)S(=O)(=O)CC)OC